C(C)(C)(C)O[SiH2][SiH3] t-butoxydisilane